FC=1C(=C(C=C2CCN(CC12)CCC1CCNCC1)O)N1CC(NS1(=O)=O)=O 5-{8-fluoro-6-hydroxy-2-[2-(piperidin-4-yl)ethyl]-1,2,3,4-tetrahydroisoquinolin-7-yl}-1λ6,2,5-thiadiazolidine-1,1,3-trione